2-(3-(4-((1H-Pyrazol-3-yl)amino)-5-(cyclopropylmethoxy)-6-methylquinazolin-2-yl)phenoxy)-N-(tert-butyl)acetamide BisTrifluoroacetic Acid Salt FC(C(=O)O)(F)F.FC(C(=O)O)(F)F.N1N=C(C=C1)NC1=NC(=NC2=CC=C(C(=C12)OCC1CC1)C)C=1C=C(OCC(=O)NC(C)(C)C)C=CC1